(quinazolin-6-ylmethoxy)chromane-2-carboxamide N1=CN=CC2=CC(=CC=C12)COC1(OC2=CC=CC=C2CC1)C(=O)N